ClC=1C(=C(C=CC1)NC1=C(NC2=C1C(NCC2)=O)C2=C(C=NC=C2)OC[C@@H]2N(CCOC2)C(\C=C\CN(C)C)=O)OC 3-[(3-chloro-2-methoxyphenyl)amino]-2-(3-{[(3R)-4-[(2E)-4-(dimethylamino)but-2-enoyl]morpholin-3-yl]methoxy}pyridin-4-yl)-1H,5H,6H,7H-pyrrolo[3,2-c]pyridin-4-one